C1(CC1)[C@H]1OC2=C([C@H](N(C1)CC1=CC(=CC=3C=CSC31)[C@@H](CC(=O)O)C3=C(C1=C(N(N=N1)C)C=C3)C)C)N=C(C=C2)O |o1:7| (3R)-3-(7-{[(2R,5R*)-2-cyclopropyl-7-hydroxy-5-methyl-2,3-dihydropyrido[2,3-f][1,4]oxazepin-4(5H)-yl]methyl}-1-benzothien-5-yl)-3-(1,4-dimethyl-1H-benzotriazol-5-yl)propanoic acid